CC1(OB(OC1(C)C)C1=CC=C(C=C1)C1=CC=C(C=C1)COCCOCCO)C 2-[2-[[4-[4-(4,4,5,5-tetramethyl-1,3,2-dioxaborolan-2-yl)phenyl]phenyl]methoxy]ethoxy]ethanol